C(C)N(O)CC di-ethylhydroxyamine